COC1=CC=C(C=C1)NC1=CC=C2C(=N1)ON=C2N N6-(4-Methoxyphenyl)isoxazolo[5,4-b]pyridine-3,6-diamine